Tert-butyl-1-(((tert-butyldimethylsilyl)oxy)methyl)-1,4-dihydro-1,4-epiminonaphthalene-9-carboxylate C(C)(C)(C)OC(=O)N1C2(C=CC1C1=CC=CC=C21)CO[Si](C)(C)C(C)(C)C